C(C1=CC=CC=C1)(=O)C1=C(OCCN2C(C3=CC=CC=C3C2=O)=O)C=CC=C1 2-(2-(2-benzoylphenoxy)ethyl)isoindoline-1,3-dione